1-[(6-Chloropyridin-3-yl)methyl]-N'-nitro-2-pentylidenehydrazinecarboximidamide ClC1=CC=C(C=N1)CN(N=CCCCC)C(N)=N[N+](=O)[O-]